O1C(=NC2=C1C=CC=C2)C=2N=C(N(C(C2O)=O)C)N2[C@@H](C1=CC(=CC=C1CC2)C(=O)O)C2=C(C=CC=C2)C (1R)-2-[4-(1,3-benzoxazol-2-yl)-5-hydroxy-1-methyl-6-oxopyrimidin-2-yl]-1-(2-methylphenyl)-3,4-dihydro-1H-isoquinoline-7-carboxylic acid